BrC=1C=CC(=NC1)[C@H]1N([C@@H](CC2=C(C(=CC=C12)NS(=O)(=O)CC)F)C)CC(F)(F)F N-((1S,3R)-1-(5-bromopyridin-2-yl)-5-fluoro-3-methyl-2-(2,2,2-trifluoroethyl)-1,2,3,4-Tetrahydroisoquinolin-6-yl)ethanesulfonamide